O1C=NC=2C3=C(SC4=C(C12)C=CC=C4)C=CC=C3 1-oxa-8-thia-3-aza-dibenzo[e,h]azulene